N12NCCC2CC1 diazabicyclo[3.2.0]heptan